FC(OC1=CC=C(CN2C3N(C(CC2)=O)C(C(NC3)=O)C)C=C1)F 1-(4-(difluoromethoxy)benzyl)-6-methyl-hexahydro-4H-pyrazino[1,2-a]pyrimidine-4,7(6H)-dione